N1(N=CN=C1)C(C#N)=CN(C)C (1H-1,2,4-triazol-1-yl)-β-dimethylaminoacrylonitrile